N-[5-(1H-benzimidazol-2-yl)-1-[(4-methoxyphenyl)methyl]pyrazol-3-yl]-6-[4-(oxetan-3-yl)piperazin-1-yl]pyridine-3-carboxamide N1C(=NC2=C1C=CC=C2)C2=CC(=NN2CC2=CC=C(C=C2)OC)NC(=O)C=2C=NC(=CC2)N2CCN(CC2)C2COC2